4-[(6-fluoro-3-pyridyl)methyl]-2-(8-fluoro-3-quinolyl)-6,6-dimethyl-4,5-dihydro-1,3-thiazine FC1=CC=C(C=N1)CC1N=C(SC(C1)(C)C)C=1C=NC2=C(C=CC=C2C1)F